Methacryloyloxyethyl-dimethyldecylammonium bromide [Br-].C(C(=C)C)(=O)OCC[N+](CCCCCCCCCC)(C)C